FC(C=1C=CC=2N(N1)C(=CN2)C2=CC(=NC=N2)N2CC(CCC2)CNS(=O)(=O)C2COC2)F N-((1-(6-(6-(Difluoromethyl)imidazo[1,2-b]pyridazin-3-yl)pyrimidin-4-yl)piperidin-3-yl)methyl)oxetane-3-sulfonamide